C1=CC=CC=2C3=CC=CC=C3C(C12)COC(=O)N[C@@H]([C@@H](C)CC)C(=O)O 9-fluorenylmethoxycarbonyl-L-isoleucine